(1R,4s)-4-(2-(sec-butylamino)-8-(2,4-dichloro-6-fluorophenylamino)-9H-purin-9-yl)cyclohexanecarboxamide C(C)(CC)NC1=NC=C2N=C(N(C2=N1)C1CCC(CC1)C(=O)N)NC1=C(C=C(C=C1F)Cl)Cl